ClC1=C(C=CC(=C1)Cl)C1=C(C2=C(CCC1)C=C(C=C2)C(=O)OC)OS(=O)(=O)C(F)(F)F methyl 6-(2,4-dichlorophenyl)-5-(trifluoromethylsulfonyloxy)-8,9-dihydro-7H-benzo[7]annulene-2-carboxylate